O=C1NC(CCC1N1C(C2=CC=CC(=C2C1)OCCCN(C(=O)C1=CC(=C(C=C1)B(O)O)C)C)=O)=O (4-((3-((2-(2,6-dioxopiperidin-3-yl)-1-oxoisoindolin-4-yl)oxy)propyl)(methyl)carbamoyl)-2-methylphenyl)boronic acid